((1-oxo-6-(phenylsulfonyl)phthalazin-2(1H)-yl)methyl)-1H-pyrazole-4-carbonitrile O=C1N(N=CC2=CC(=CC=C12)S(=O)(=O)C1=CC=CC=C1)CN1N=CC(=C1)C#N